[4-(1-methyl-1H-pyrazol-4-yl)-benzyl]-{6-[7-(3-pyrrolidin-1-yl-propoxy)-imidazo[1,2-a]pyridin-3-yl]-pyrimidin-4-yl}-amine CN1N=CC(=C1)C1=CC=C(CNC2=NC=NC(=C2)C2=CN=C3N2C=CC(=C3)OCCCN3CCCC3)C=C1